C1(CC1)NC1=NC=2N(C(C(=NC2C=N1)C1=CC2=CN(N=C2C=C1)C)=O)C1=CC=C(C=C1)OC(F)F 2-(cyclopropylamino)-8-(4-(difluoromethoxy)phenyl)-6-(2-Methyl-2H-indazol-5-yl)pteridine-7(8H)-one